CC=1C=CN2C1C(NC1=C2N=CC(=C1)C(=O)OC)=O methyl 7-methyl-6-oxo-5,6-dihydropyrido[3,2-e]pyrrolo[1,2-a]pyrazine-3-carboxylate